2-(1,1-dioxidothiomorpholine-4-carbonyl)anthracene-9,10-dione O=S1(CCN(CC1)C(=O)C1=CC=2C(C3=CC=CC=C3C(C2C=C1)=O)=O)=O